2-ethylbutyl ((R)-((R)-1-((2S,3S,5R)-5-(5-fluoro-2,4-dioxo-3,4-dihydropyrimidin-1(2H)-yl)-3-hydroxytetrahydrofuran-2-yl)-2-hydroxyethoxy)(phenoxy)phosphoryl)-L-alaninate FC=1C(NC(N(C1)[C@H]1C[C@@H]([C@H](O1)[C@@H](CO)O[P@@](=O)(OC1=CC=CC=C1)N[C@@H](C)C(=O)OCC(CC)CC)O)=O)=O